COC1=C(C=C(C=C1)OC1=CC=C(C=C1)C(F)(F)F)NC(=O)[C@@H]1N(C(CC1)=O)C (R)-N-(2-methoxy-5-(4-(trifluoromethyl)phenoxy)phenyl)-1-methyl-5-oxopyrrolidine-2-carboxamide